FC1(CCN(CC1)C(=O)C=1C=CC2=C(OCCN2C2=CC(=C(C(=O)NC)C=C2)OC)C1)F 4-(7-(4,4-difluoropiperidine-1-carbonyl)-2,3-dihydro-4H-benzo[b][1,4]oxazin-4-yl)-2-methoxy-N-methylbenzamide